ClC=1C=C(C=CC1C)C=1NC(C=2N(C1)N=C(C2COC)C(=O)OCC)=O Ethyl 6-(3-chloro-4-methylphenyl)-3-(methoxymethyl)-4-oxo-4,5-dihydropyrazolo[1,5-a]pyrazine-2-carboxylate